phenyl-tridecylammonium bromide [Br-].C1(=CC=CC=C1)[NH2+]CCCCCCCCCCCCC